(S)-1-(5-(6,7-dimethoxy-3-oxo-1,3-dihydronaphtho[2,3-c]furan-4-yl)pyrimidin-2-yl)-N-((S)-1-(4-fluorophenyl)ethyl)pyrrolidin-2-carboxamide COC1=CC2=C(C3=C(COC3=O)C=C2C=C1OC)C=1C=NC(=NC1)N1[C@@H](CCC1)C(=O)N[C@@H](C)C1=CC=C(C=C1)F